3-(2-methoxyphenyl)propan-2-yn-1-ol COC1=C(C=CC=C1)C#CCO